3-((tert-butyldimethylsilyl)oxy)propyl-7-(4-chlorobenzyl)-3-methyl-8-(propylamino)-1H-purine-2,6(3H,7H)-dione [Si](C)(C)(C(C)(C)C)OCCCN1C(N(C=2N=C(N(C2C1=O)CC1=CC=C(C=C1)Cl)NCCC)C)=O